F[P-](F)(F)(F)(F)F.CN(/C=C(\C=[N+](C)C)/C=1C2=C(N=CN1)NC=C2)C (E)-N-(3-(dimethylamino)-2-(7H-pyrrolo[2,3-d]pyrimidin-4-yl)allylidene)-N-methylmethanaminium hexafluorophosphate